(E)-2-(5-bromo-1H-indol-3-yl)-N'-(quinolin-4-ylmethylene)thiazol-4-carbohydrazide BrC=1C=C2C(=CNC2=CC1)C=1SC=C(N1)C(=O)N/N=C/C1=CC=NC2=CC=CC=C12